1-(2-(((2-chloro-6-methylpyridin-4-yl)amino)methyl)-6-cyclopropylimidazo[1,2-a]pyridin-8-yl)-3-methylimidazolidine-2,4-dione ClC1=NC(=CC(=C1)NCC=1N=C2N(C=C(C=C2N2C(N(C(C2)=O)C)=O)C2CC2)C1)C